N-(1-(4-(trifluoromethyl)phenyl)-1,2,3,4-tetrahydro-1,5-naphthyridin-3-yl)acrylamide FC(C1=CC=C(C=C1)N1CC(CC2=NC=CC=C12)NC(C=C)=O)(F)F